C(C)(C)(C)OC(NC(C)CCC(=O)C1=CC=C(C=C1)F)=O (5-(4-fluorophenyl)-5-oxopentan-2-yl)carbamic acid t-butyl ester